C(C)(C)(C)C=1C=NN(C1)C1=CC(=C(C(=C1)F)N1C(C2(N3C1=NC=C3I)CC2)=O)F 7'-[4-(4-tert-butylpyrazol-1-yl)-2,6-difluoro-phenyl]-3'-iodo-spiro[cyclopropane-1,5'-imidazo[1,2-a]imidazole]-6'-one